OC(C)(C)C1=NN(C=C1)C1=C(C#N)C(=CC=C1)C(F)(F)F (3-(2-hydroxypropan-2-yl)-1H-pyrazol-1-yl)-6-(trifluoromethyl)benzonitrile